Methyl 3-(3-(4-(4-(trifluoromethyl)phenoxy)phenoxy)azetidin-1-yl)2-(1H-pyrrol-1-yl)benzoate FC(C1=CC=C(OC2=CC=C(OC3CN(C3)C=3C(=C(C(=O)OC)C=CC3)N3C=CC=C3)C=C2)C=C1)(F)F